C(C)(C)(C)ON(CC(=O)O)C tert-butoxy-N-methylglycine